N1=C(C=CC=C1)SSCCCC(=O)O 4-(2-Pyridyldithio)butyric acid